4-Cyclohexyl-7-(3,5-dimethylisoxazol-4-yl)-4,5-dihydroimidazo[1,5,4-de][1,4]benzoxazin-2(1H)-one C1(CCCCC1)C1COC2=C3N1C(NC3=CC=C2C=2C(=NOC2C)C)=O